2-methyl-5-((benzenesulfonyl)(thiophen-3-yl)methyl)thiophene CC=1SC(=CC1)C(C1=CSC=C1)S(=O)(=O)C1=CC=CC=C1